C(C)(=O)O[C@@H]1[C@@H]([C@H]([C@H](O[C@H]2[C@H](O)[C@H](O)[C@@H](O)[C@@H](O2)C)O[C@@H]1C)O)O alpha-L-rhamnopyranosyl-(1→2) 4-O-acetyl-beta-D-fucopyranoside